C(CCCCCCCCCCCCCCC)(=O)OC(I)C1CCCC1 cyclopentyliodomethyl palmitate